6-bromo-N-(cyclohexylmethyl)-8-aza-4-oxo-4H-chromene-2-carboxamide BrC=1C=C2C(C=C(OC2=NC1)C(=O)NCC1CCCCC1)=O